FC1(CN(C1)C=1C=C(C=2N(C1)N=CC2C#N)C=2C=NC(=CC2)N2CCN(CC2)CC2=NC=C(C=C2)OC)F 6-(3,3-difluoroazetidin-1-yl)-4-(6-(4-((5-methoxypyridin-2-yl)methyl)piperazin-1-yl)pyridin-3-yl)pyrazolo[1,5-a]pyridine-3-carbonitrile